(S)-1,1-bis(4-fluorophenyl)propan-2-yl (3-acetoxy-4-methoxypicolinoyl)-Z-alaninate C(C)(=O)OC=1C(=NC=CC1OC)C(=O)N[C@@H](C)C(=O)O[C@H](C(C1=CC=C(C=C1)F)C1=CC=C(C=C1)F)C